O.NC1=NNC(=N1)C(=O)O.NC1=NNC(=N1)C(=O)O 3-amino-1,2,4-triazole-5-carboxylic acid hemihydrate